5-(benzyloxy)-7-methoxy-2,3-dihydrobenzofuran-4-carbonyl chloride C(C1=CC=CC=C1)OC1=CC(=C2C(CCO2)=C1C(=O)Cl)OC